CN1C(=NNC1=O)COC1=C(C#N)C=CC=C1C1=CC=CC=C1 (4-methyl-5-oxo-1H-1,2,4-triazol-3-yl)methoxy-3-phenylbenzonitrile